N-[(2E)-3-[imino(oxo)[4-(piperidin-1-yl)phenyl]-λ6-sulfanyl]prop-2-en-1-yl]-2-oxo-1,2,5,6,7,8-hexahydroquinoline-3-carboxamide N=S(/C=C/CNC(=O)C=1C(NC=2CCCCC2C1)=O)(C1=CC=C(C=C1)N1CCCCC1)=O